COC1O[C@@H]([C@H]2OC(O[C@H]21)(C)C)CNC(CCC)=O N-[[(3aR,6R,6aR)-4-methoxy-2,2-dimethyl-3a,4,6,6a-tetrahydrofuro[3,4-d]-[1,3]-dioxol-6-yl]methyl]butanamide